ClC1=CN=C(C(=N1)N1CCC(CC1)C#N)C=1C=C(C2=C(C=CO2)C1)F (6-chloro-3-(7-fluorobenzofuran-5-yl)pyrazin-2-yl)piperidine-4-carbonitrile